N-(4-{[((3S)-oxolan-3-yl)carbonylamino]methyl}phenyl){[(4-methoxyphenyl)methyl]amino}carboxamide O1C[C@H](CC1)C(=O)NCC1=CC=C(C=C1)NC(=O)NCC1=CC=C(C=C1)OC